1-(4-(dimethylamino)butyl) 3,5-bis(8-oxo-8-((3-pentyloctyl)oxy)octyl) benzene-1,3,5-tricarboxylate C1(=CC(=CC(=C1)C(=O)OCCCCCCCC(OCCC(CCCCC)CCCCC)=O)C(=O)OCCCCCCCC(OCCC(CCCCC)CCCCC)=O)C(=O)OCCCCN(C)C